BrCCCS(=O)(=O)OC methyl 3-bromopropanesulfonate